O1CCN(CC1)C(=O)N1CC2(C1)CN(C2)C2=NC=C(C=C2)C2=NOC(=N2)C(F)(F)F Morpholino(6-(5-(5-(trifluoromethyl)-1,2,4-oxadiazol-3-yl)pyridin-2-yl)-2,6-diazaspiro[3.3]heptan-2-yl)methanone